(methoxymethylene)dimethyl-ammonium methyl-sulfate COS(=O)(=O)[O-].COC=[N+](C)C